C(C(=O)N)(=O)OC(C)C isopropyl oxamate